ClC1=CN=C2N1C=C(N=C2N2[C@H](CC2)C)C=2C=NN(C2)[C@H]2[C@@H](CNC2)O trans-4-[4-[3-chloro-8-[(2S)-2-methylazetidin-1-yl]imidazo[1,2-a]pyrazin-6-yl]pyrazol-1-yl]pyrrolidin-3-ol